ClC1=CC(=C2C(=NC=NN21)N2CC1(C2)CC(C1)[N-]C1CC1)C N-(2-(7-chloro-5-methylpyrrolo[2,1-f][1,2,4]triazin-4-yl)-2-azaspiro[3.3]heptan-6-yl)-N-cyclopropylamide